[Si](C)(C)(C(C)(C)C)OCCNC=1C=C(OC(C1OC)=O)C(=O)NC=1SC(=NN1)N1N=CC=C1C 4-({2-[(tert-butyldimethylsilyl)oxy]ethyl}amino)-5-methoxy-N-[5-(5-methylpyrazol-1-yl)-1,3,4-thiadiazol-2-yl]-6-oxopyran-2-carboxamide